6-(4-bromophenyl)-phenanthridine BrC1=CC=C(C=C1)C=1N=C2C=CC=CC2=C2C=CC=CC12